FC=1C=C(C=NC1)N1C(C=CC=C1)=O 5'-fluoro-2H-[1,3'-bipyridin]-2-one